NCC(=O)NC1=C(C2=C(S1)C(CC2)C(=O)OCC)C(C2=C(C=CC=C2F)F)=O ethyl 2-[(2-aminoacetyl)amino]-3-(2,6-difluorobenzoyl)-5,6-dihydro-4H-cyclopenta[b]thiophene-6-carboxylate